F[C@H]1CN(CC[C@H]1NC1=C2C=C(N(C2=CC=C1)CC(F)(F)F)C#CCN(C(OC(C)(C)C)=O)C=1C=NC(=CC1OC)C(NC)=O)C tert-butyl N-[3-[4-[[(3S,4R)-3-fluoro-1-methyl-4-piperidyl]amino]-1-(2,2,2-trifluoroethyl)indol-2-yl]prop-2-ynyl]-N-[4-methoxy-6-(methylcarbamoyl)-3-pyridyl]carbamate